C1(CCCCC1)C1=CC=C(C=C1)C=1NC=2N(C(C1)=O)N=CC2C(=O)N2CC(C2)O 5-(4-cyclohexylphenyl)-3-(3-hydroxyazetidine-1-carbonyl)pyrazolo[1,5-a]pyrimidin-7(4H)-one